C1(=CC=CC=C1)C(C)OC1=C(C=CC=C1)C1=NC(=NC=C1)N 4-[2-(1-phenylethoxy)phenyl]Pyrimidine-2-amine